(4-(1-(2,6-dichlorophenyl)azetidin-3-yl)benzyl)-4-methylpiperidin-4-ol ClC1=C(C(=CC=C1)Cl)N1CC(C1)C1=CC=C(CN2CCC(CC2)(O)C)C=C1